O1C(COCC1)COC1=NC(N2C(C3=CC=C(C=C3CC2)C=2C=C3C=CN(C3=CC2)C)=C1)=O 2-([1,4]Dioxan-2-ylmethoxy)-9-(1-methyl-1H-indol-5-yl)-6,7-dihydro-pyrimido[6,1-a]isoquinolin-4-one